trans-3-tridecene-1,13-dicarboxylic acid C(C\C=C\CCCCCCCCCC(=O)O)C(=O)O